6-(3-(azetidin-1-yl)phenyl)-5,7-dimethyl-2-phenyl-2,6-dihydro-1H-pyrrolo[3,4-d]pyridazin-1-one N1(CCC1)C=1C=C(C=CC1)N1C(=C2C(N(N=CC2=C1C)C1=CC=CC=C1)=O)C